C(C)N1C=C(C=2C1=NC=CC2CC2=CC=C(C=C2)C(F)(F)F)C(=O)OC methyl 1-ethyl-4-[[4-(trifluoromethyl)phenyl]methyl]pyrrolo[2,3-b]pyridine-3-carboxylate